5-nitro-1-((2-(trimethylsilyl)ethoxy)methyl)-1H-indazole-3-carbaldehyde [N+](=O)([O-])C=1C=C2C(=NN(C2=CC1)COCC[Si](C)(C)C)C=O